1-(tert-butoxycarbonyl)-3-Methyl-1H-pyrrole C(C)(C)(C)OC(=O)N1C=C(C=C1)C